COC1=CC=C(C=C1)C1=NN2C(=NC=3C(=CC=CC3C2=N1)C)N[C@H]1C(NCCCC1)=O (3R)-3-{[2-(4-methoxyphenyl)-7-methyl-[1,2,4]triazolo[1,5-c]quinazolin-5-yl]amino}azepan-2-one